COC(=O)[C@H]1[C@@H](C1)C=1SC(=NN1)C=1C=NC(=CC1NC1COC1)Cl trans-2-(5-(6-chloro-4-(oxetan-3-ylamino)pyridin-3-yl)-1,3,4-thiadiazol-2-yl)cyclopropane-1-carboxylic acid methyl ester